4-(2-(2-(2-isopropylphenyl)pyrrol-1-yl)-7-azaspiro[3.5]non-7-yl)benzoic acid C(C)(C)C1=C(C=CC=C1)C=1N(C=CC1)C1CC2(C1)CCN(CC2)C2=CC=C(C(=O)O)C=C2